[Si](C)(C)(C(C)(C)C)OC1CN(CCC1)C=1SC=2C(=NC(=C(C2)NC(=O)C=2N=C(OC2)C2=CC(=NC=C2)C)N2CCC(CC2)F)N1 N-(2-(3-((tert-butyldimethylsilyl)oxy)piperidin-1-yl)-5-(4-fluoropiperidin-1-yl)thiazolo[4,5-b]pyridin-6-yl)-2-(2-methylpyridin-4-yl)oxazole-4-carboxamide